C[C@H]1[C@@H]([C@H]([C@H]([C@@H](O1)O[C@@H]2[C@H]([C@@H]([C@H](O[C@H]2OC3=CC(=C4C(=O)C[C@H](OC4=C3)C5=CC=CC=C5)O)CO)O)O)O)O)O The molecule is a flavanone glycoside that is pinocembrin attached to a 2-O-(6-deoxy-alpha-L-mannopyranosyl)-beta-D-glucopyranosyl residue at position 7 via a glycosidic linkage. It has a role as a plant metabolite. It is a flavanone glycoside, a monohydroxyflavanone, a neohesperidoside, a disaccharide derivative and a (2S)-flavan-4-one. It derives from a pinocembrin.